C(O[C@H]1C(=CC[C@H](C1)C(=C)C)C)(OCC)=O [(1R,5R)-5-Isopropenyl-2-methyl-cyclohex-2-en-1-yl] ethyl carbonate